C(C1=CC=CC=C1)(C1=CC=CC=C1)N1C2CN(CC1CC2)C(=O)C2=NC(=CN=C2)C (8-benzhydryl-3,8-diazabicyclo[3.2.1]octan-3-yl)-(6-methylpyrazin-2-yl)methanone